3-Amino-8-(5-cyanopyridin-3-yl)-N-propylimidazo[1,2-a]pyridine-2-carboxamide NC1=C(N=C2N1C=CC=C2C=2C=NC=C(C2)C#N)C(=O)NCCC